ISOXAZOL-3-YLBORONIC ACID O1N=C(C=C1)B(O)O